6-nitrobenzene [N+](=O)([O-])C1=CC=CC=C1